(1,3)-dioxolane O1COCC1